2-amino-1-(3-fluoro-5-hydroxy-2,6-dimethylphenyl)-7-methyl-1,7-dihydropyrrolo[2,3-e]indazole-3-carboxamide NC1=C(C2=C(C3=CN(N=C3C=C2)C)N1C1=C(C(=CC(=C1C)O)F)C)C(=O)N